N1=CN=C(C2=C1NC=C2)N[C@@H]2CC[C@@H](N(C2)CC(C)=O)C 1-((2s,5r)-5-((7H-pyrrolo[2,3-d]pyrimidin-4-yl)amino)-2-methylpiperidin-1-yl)propan-2-one